N-(3,3-difluorocyclobutyl)-6-fluoro-5-(4-((5-fluoro-2-methyl-3-oxo-3,4-dihydroquinoxalin-6-yl)methyl)piperazin-1-yl)picolinamide FC1(CC(C1)NC(C1=NC(=C(C=C1)N1CCN(CC1)CC=1C(=C2NC(C(=NC2=CC1)C)=O)F)F)=O)F